C(C(C)C)OC=1C=2N(C=CC1C1=C3C(=NC=C1)NC=C3)N=C(N2)NC2CCN(CC2)S(=O)(=O)C 8-isobutoxy-N-(1-(methylsulfonyl)piperidin-4-yl)-7-(1H-pyrrolo[2,3-b]pyridin-4-yl)-[1,2,4]triazolo[1,5-a]pyridin-2-amine